Ethyl 5-(2-aminoethyl)-6,7-dihydro-4H-pyrazolo[1,5-a]pyrazine-2-carboxylate NCCN1CC=2N(CC1)N=C(C2)C(=O)OCC